(E)-5-Bromo-5'-methyl-3-styryl-2,3':6',3''-terpyridine BrC=1C=C(C(=NC1)C=1C=NC(=C(C1)C)C=1C=NC=CC1)\C=C\C1=CC=CC=C1